C1(=CC=CC=C1)C1C(C(C2=CC=CC=C12)N1C=CC=C1)C(=O)N trans-1-phenyl-3-(pyrrole-1-yl)-indan-2-formamide